4-((S)-2-(allyloxymethyl)pyrrolidin-1-yl)-N-((S)-1-phenylethyl)pyrimidin-2-amine C(C=C)OC[C@H]1N(CCC1)C1=NC(=NC=C1)N[C@@H](C)C1=CC=CC=C1